BrC=1C=C(N(C)CC(=O)OC(C)(C)C)C=CC1 tert-Butyl 2-(3-bromo-N-methyl-anilino)acetate